tert-butyl (S)-2-(cyanomethyl)-4-(7-(8-Ethynylnaphthalen-1-yl)-8-fluoro-2-(((2R,7aS)-2-fluorotetrahydro-1H-pyrrolizin-7a(5H)-yl)methoxy)quinazoline-4-yl)piperazine-1-carboxylate C(#N)C[C@@H]1N(CCN(C1)C1=NC(=NC2=C(C(=CC=C12)C1=CC=CC2=CC=CC(=C12)C#C)F)OC[C@]12CCCN2C[C@@H](C1)F)C(=O)OC(C)(C)C